C(#N)C1=C(C=CC=C1)C1=NC=C(C(=N1)OC)C(=O)N (2-cyanophenyl)-4-methoxypyrimidine-5-carboxamide